5'-bromo-4'-fluoro-2',3'-dihydrospiro[imidazolidine-4,1'-indene] BrC=1C(=C2CCC3(C2=CC1)NCNC3)F